[Zn+2].CC(C(=O)[O-])=C.CC(C(=O)[O-])=C 2-methylprop-2-enoic acid zinc salt